oxiran-2-ylmethyl 3-nitrobenzenesulfonate [N+](=O)([O-])C=1C=C(C=CC1)S(=O)(=O)OCC1OC1